hexyloxy phenylpropionate C1(=CC=CC=C1)C(C(=O)OOCCCCCC)C